3-(5-((4-(3-(4-chlorophenyl)isonicotinoyl)piperazin-1-yl)methyl)-1-oxoisoindolin-2-yl)piperidine-2,6-dione ClC1=CC=C(C=C1)C1=C(C(=O)N2CCN(CC2)CC=2C=C3CN(C(C3=CC2)=O)C2C(NC(CC2)=O)=O)C=CN=C1